1-(4-(3-((2-(isopropylamino)pyridin-4-yl)methyl)-4,4-dimethyl-2,5-dioxoimidazolidin-1-yl)phenyl)cyclobutane-1-carbonitrile C(C)(C)NC1=NC=CC(=C1)CN1C(N(C(C1(C)C)=O)C1=CC=C(C=C1)C1(CCC1)C#N)=O